5-(Benzylamino)-7-hydroxy-1-methyl-1,3-dihydro-2H-benzo[d]imidazol-2-one C(C1=CC=CC=C1)NC1=CC2=C(N(C(N2)=O)C)C(=C1)O